potassium dioleyl sulfosuccinate S(=O)(=O)(O)C(C(=O)OCCCCCCCC\C=C/CCCCCCCC)CC(=O)OCCCCCCCC\C=C/CCCCCCCC.[K]